O=C(CCOCC1NCC1)N1CC2N(C3=C(OC2)C=C(C=N3)C(F)(F)F)CC1 2-((3-oxo-3-(3-(trifluoromethyl)-6a,7,9,10-tetrahydropyrazino[1,2-d]pyrido[3,2-b][1,4]oxazin-8(6H)-yl)propoxy)methyl)azetidin